tert-butyl (6-(5-(((4-isopropoxypyrimidin-2-yl)amino)methyl)-1-methyl-1H-pyrazol-4-yl)-2-methylpyridin-3-yl)carbamate C(C)(C)OC1=NC(=NC=C1)NCC1=C(C=NN1C)C1=CC=C(C(=N1)C)NC(OC(C)(C)C)=O